[O-]S(=O)(=O)C(F)(F)F.C[N+]1(CCCC1)CCC 1-Methyl-1-propylpyrrolidinium triflat